diethylsilyl-bis(diethylcyclopentadienyl)zirconium dichloride [Cl-].[Cl-].C(C)[SiH](CC)[Zr+2](C1(C(=CC=C1)CC)CC)C1(C(=CC=C1)CC)CC